FC1=C(C=CC=C1OC)C1=C(N(C(N(C1=O)C[C@@H](C1=CC=CC=C1)NCCCC(=O)O)=O)CC1=C(C=CC=C1C(F)(F)F)F)C 4-[[(1R)-2-[5-(2-fluoro-3-methoxyphenyl)-3-[[2-fluoro-6-(trifluoromethyl)-phenyl]methyl]-3,6-dihydro-4-methyl-2,6-dioxo-1(2H)-pyrimidinyl]-1-phenylethyl]amino]-butyric acid